2-ethyl-3-oxo-3,4-dihydrothieno[2,3-b]pyrazine-6-carbaldehyde C(C)C1=NC2=C(NC1=O)SC(=C2)C=O